C(C1=C(N=C(O1)C1=C(C(=C(C(=C1[2H])[2H])[2H])[2H])[2H])CC(OC1=CC=C(C=2SC=CC21)C=O)([2H])[2H])([2H])([2H])[2H] 4-(2-(5-(methyl-d3)-2-(phenyl-d5)oxazol-4-yl)ethoxy-1,1-d2)benzo[b]thiophene-7-carbaldehyde